6-Methyl-6-ethyl-1,5-diazabicyclo[3.1.0]hexane CC1(N2CCCN12)CC